6-butyl-5-(2,6-dimethoxyphenyl)-3-[2-(pyridin-2-yl)pyrrolidine-1-carbonyl]pyridine-2,4-diol C(CCC)C1=C(C(=C(C(=N1)O)C(=O)N1C(CCC1)C1=NC=CC=C1)O)C1=C(C=CC=C1OC)OC